Cl.NCC1=CC=C(C=C1)NC(CC1=CC=2NC3=CC(=C(C=C3C2C=C1)F)F)=O N-(4-(aminomethyl)phenyl)-2-(6,7-difluoro-9H-carbazol-2-yl)acetamide hydrochloride